N-((1S,9S)-9-ethyl-5-fluoro-9-hydroxy-4-methyl-10,13-dioxo-2,3,9,10,13,15-hexahydro-1H,12H-benzo[de]pyrano[3',4':6,7]indolizino[1,2-b]quinolin-1-yl)-3-hydroxycyclobutane-1-amide C(C)[C@]1(C(OCC=2C(N3CC=4C(=NC=5C=C(C(=C6C5C4[C@H](CC6)NC(=O)C6CC(C6)O)C)F)C3=CC21)=O)=O)O